OC=1C=C2CCN(CC2=CC1C=O)C(CCN1CCN(CC1)C)=O 6-hydroxy-2-[3-(4-methyl-piperazin-1-yl)-propionyl]-1,2,3,4-tetrahydro-isoquinoline-7-carbaldehyde